(6R)-6-{[2-(4-methoxyphenyl)-10-(trifluoromethyl)[1,2,4]triazolo[1,5-c]quinazolin-5-yl]amino}-1,4-diazepin-5-one COC1=CC=C(C=C1)C1=NN2C(=NC=3C=CC=C(C3C2=N1)C(F)(F)F)NC=1C(N=CC=NC1)=O